tert-butyl (3S)-3-[(1R)-2-[[2-(cyclobutylamino)-6-[ethyl(methyl)amino]pyridine-4-carbonyl]amino]-1-hydroxy-ethyl]-7-(methoxymethoxy)-3,4-dihydro-1H-isoquinoline-2-carboxylate C1(CCC1)NC1=NC(=CC(=C1)C(=O)NC[C@@H](O)[C@H]1N(CC2=CC(=CC=C2C1)OCOC)C(=O)OC(C)(C)C)N(C)CC